5-(3-iodo-4-methoxyphenyl)-N-(3-(pyrimidin-4-yl)propyl)oxazole-4-carboxamide IC=1C=C(C=CC1OC)C1=C(N=CO1)C(=O)NCCCC1=NC=NC=C1